FC1=C(C(=CC(=C1)OC)F)C1=C(C(N(N1C)C1=NC(=CC=C1OCC1COCC1)C(F)(F)F)=O)NC(C1=CC=C(C=C1)OC(F)F)=O N-(5-(2,6-Difluoro-4-methoxyphenyl)-1-methyl-3-oxo-2-(3-((tetrahydrofuran-3-yl)methoxy)-6-(trifluoromethyl)pyridin-2-yl)-2,3-dihydro-1H-pyrazol-4-yl)-4-(difluoromethoxy)benzamide